FC1=NC=CC=C1OC1C[C@H]2[C@H](CN(C2)CCC2=CC=C(C=C2)O)C1 (3aS,5S,6aR)-5-((2-fluoropyridin-3-yl)oxy)-2-(4-hydroxyphenylethyl)hexahydrocyclopenta[c]pyrrol